5-(2-bromoacetyl)-3-fluorothiophene-2-carboxamide BrCC(=O)C1=CC(=C(S1)C(=O)N)F